CP(=O)(C)C=1C=NC=2C(=CC=C(C2N1)C(=O)NC=1C=C(C=2N(C1)C=C(N2)C)F)N2C[C@H](N[C@H](C2)C)C 3-dimethylphosphoryl-8-[(3R,5S)-3,5-dimethylpiperazin-1-yl]-N-(8-fluoro-2-methyl-imidazo[1,2-a]pyridin-6-yl)quinoxaline-5-carboxamide